2-(2-(1-methoxyethyl)phenyl)-4,4,5,5-tetramethyl-1,3,2-dioxaborolan COC(C)C1=C(C=CC=C1)B1OC(C(O1)(C)C)(C)C